3-(tert-butoxycarbonylamino)benzoic acid C(C)(C)(C)OC(=O)NC=1C=C(C(=O)O)C=CC1